C1C(O1)COCCCCOCC2CO2 1,4-bis(2,3-epoxypropyloxy)butane